O=C1NC2=CN=CC=C2C=C1C(=O)OC methyl 2-oxo-1,2-dihydro-1,7-naphthyridine-3-carboxylate